O1C(C1C(=O)O)(C(=O)O)C(=O)O 1-oxacyclopropane-2,2,3-tricarboxylic acid